6-methyl-1-(4-(methylsulfonyl)phenyl)-2-oxoindoline-5-carbonitrile CC1=C(C=C2CC(N(C2=C1)C1=CC=C(C=C1)S(=O)(=O)C)=O)C#N